1-(6-(6-(difluoromethoxy)-1,2,3,4-tetrahydroquinoline-1-carbonyl)spiro[3.3]heptan-2-yl)-3-(4-methoxybenzyl)urea FC(OC=1C=C2CCCN(C2=CC1)C(=O)C1CC2(CC(C2)NC(=O)NCC2=CC=C(C=C2)OC)C1)F